C(C1=CC=CC=C1)S(=O)(=O)C/C=C/C=1OC=CC1 (E)-2-(3-toluenesulfonylprop-1-en-1-yl)furan